C1(CC1)C(=O)NC1=NC=C(C(=O)NC([2H])([2H])[2H])C(=C1)NC1=CC=CC2=C1N(CC=1C=C(C=NC21)F)C 6-(cyclopropanecarboxamido)-4-((3-fluoro-6-methyl-5,6-dihydrobenzo[h][1,6]naphthyridin-7-yl)amino)-N-(methyl-d3)nicotinamide